4-(4,4-Difluoropiperidin-1-yl)pyrrolo[1,2-a]quinoxaline-7-carboxylic acid FC1(CCN(CC1)C=1C=2N(C3=CC=C(C=C3N1)C(=O)O)C=CC2)F